C(=CCC)C1(CCNCC1)C=CCC Dibutenylpiperidine